(R)-2-amino-N-(2-fluorobenzyl)propanamide N[C@@H](C(=O)NCC1=C(C=CC=C1)F)C